NCCOCC=1NC(=C(CC1C(=O)OCC)C(=O)OC)C 3-ethyl 5-methyl (4RS)-2-[(2-amino-ethoxy)-methyl]-6-methyl-1,4-dihydropyridine-3,5-dicarboxylate